6-hydroxy-4-(6-(6-((5-methoxypyridin-2-yl)methyl)-3,6-diazabicyclo[3.1.1]heptan-3-yl)pyridin-3-yl)pyrazolo[1,5-a]pyridine-3-carbonitrile OC=1C=C(C=2N(C1)N=CC2C#N)C=2C=NC(=CC2)N2CC1N(C(C2)C1)CC1=NC=C(C=C1)OC